C(=O)(O)[C@@H](CC=1C=C(C=CC1)NC(=O)N(CCOC=1C=C(C=CC1)C[C@H](C(=O)O)[C@@H]1CNCC1)CCOC=1C=C(C=CC1)C[C@H](C(=O)O)[C@@H]1CNCC1)[C@@H]1CNCC1 (2S,2'S)-3,3'-((((((3-((S)-2-carboxy-2-((R)-pyrrolidin-3-yl)ethyl)phenyl)carbamoyl)azanediyl)bis(ethane-2,1-diyl))bis(oxy))bis(3,1-phenylene))bis(2-((R)-pyrrolidin-3-yl)propanoic acid)